1-(triethoxysilylmethyl)benzo[b]pyrrole C(C)O[Si](OCC)(OCC)CN1C2=C(C=C1)C=CC=C2